4,6-dibromophthalazin-1(2H)-one BrC1=NNC(C2=CC=C(C=C12)Br)=O